(R)-N-(6-(benzyloxy)-2-methyl-2H-indazol-5-yl)-5-(3-(methylamino)pyrrolidin-1-yl)pyrazine-2-carboxamide C(C1=CC=CC=C1)OC=1C(=CC2=CN(N=C2C1)C)NC(=O)C1=NC=C(N=C1)N1C[C@@H](CC1)NC